NC(=O)NC1=CC=C(C=N1)C(=O)O 6-[(aminocarbonyl)amino]pyridine-3-carboxylic acid